CC1=NN2C(N(C(CCC2)=O)C)=C1 2,4-dimethyl-7,8-dihydro-4H-pyrazolo[1,5-a][1,3]diazepin-5(6H)-one